C1(=CC=CC2=CC=CC=C12)OP(=O)(OC1=C(C(=C(C(=C1F)F)F)F)F)N[C@@H](C)C(=O)OC1CC2(C1)CCC2 Spiro[3.3]heptan-2-yl ((naphthalen-1-yloxy)(perfluorophenoxy) phosphoryl)-L-alaninate